1-(6-(4-(4-(1-carboxycyclopropyl)butyl)phenyl)hexyl)cyclopropane-1-carboxylic acid C(=O)(O)C1(CC1)CCCCC1=CC=C(C=C1)CCCCCCC1(CC1)C(=O)O